FC1CCC2N(C3=C(OC2)C=C(C=N3)C(F)(F)F)C1 9-fluoro-3-(trifluoromethyl)-6,6a,7,8,9,10-hexahydrodipyrido[3,2-b:1',2'-d][1,4]oxazin